COC1=C(C(=CC(=C1)CCC)OC)C=1C=2N(C=CC1C)C=CN2 8-(2,6-Dimethoxy-4-propylphenyl)-7-methylimidazo[1,2-a]pyridine